C1(=NC=CC=2C3=CC=CC=C3NC12)CNC1=NC=CC=2C3=CC=CC=C3N(C12)CC1=CC=C(C=C1)F N-[(β-carbolin-1-yl)methyl]-9-(4-fluorobenzyl)-β-carbolin-1-amine